(E)-2-(4-(3-acetamidophenyl)-1H-1,2,3-triazol-1-yl)-N'-(3,4-dimethoxybenzylidene)acethydrazide C(C)(=O)NC=1C=C(C=CC1)C=1N=NN(C1)CC(=O)N/N=C/C1=CC(=C(C=C1)OC)OC